C(C1=CN=CC=C1)(=O)C(C(=O)OC=C)CCC vinyl nicotinoylvalerate